N-(3-((5-bromo-3-methyl-4-oxo-3,4-dihydroquinazolin-6-yl)amino)-2-chloro-4-fluorophenyl)pyrrolidine-1-sulfonamide 2,2,2-trifluoroacetate FC(C(=O)O)(F)F.BrC1=C2C(N(C=NC2=CC=C1NC=1C(=C(C=CC1F)NS(=O)(=O)N1CCCC1)Cl)C)=O